O1CC(CCC1)C1=CC(=NN1)N 5-(tetrahydro-2H-pyran-3-yl)-1H-pyrazol-3-amine